N[C@H](C(=O)O)CC1=CNC2=CC(=C(C=C12)Cl)Cl (S)-2-amino-3-(5,6-dichloro-1H-indol-3-yl)propanoic acid